FC(C(=O)O)(F)F.CC(CCN1CCC2(CC1)CCNCC2)(C)C 3-(3,3-Dimethylbutyl)-3,9-diazaspiro[5.5]undecane trifluoroacetate